C3-cyano-3-(2'-cyclopropyl-[1,1'-biphenyl]-4-yl)-5-(1,3-dioxan-2-yl)pentanoic acid ethyl ester C(C)OC(CC(CCC1OCCCO1)(C1=CC=C(C=C1)C1=C(C=CC=C1)C1CC1)C#N)=O